(R)-4-(7-(3,5-dimethylisoxazol-4-yl)-2-(1H-pyrrolo[2,3-b]pyridine-4-yl)thieno[3,2-d]pyrimidin-4-yl)-3-methylmorpholine CC1=NOC(=C1C1=CSC2=C1N=C(N=C2N2[C@@H](COCC2)C)C2=C1C(=NC=C2)NC=C1)C